7-chloro-10-(cyclohexylmethyl)-8-ethylbenzo[g]pteridine ClC=1C(=CC2=C(NC=3C=NC=NC3N2CC2CCCCC2)C1)CC